C(C)(C)(C)C1=NNC(=C1)NC([C@H](C)C=1C=NN(C1)C1=CC(=CC=C1)Cl)=O (R)-N-(3-(tert-butyl)-1H-pyrazol-5-yl)-2-(1-(3-chlorophenyl)-1H-pyrazol-4-yl)propanamide